ethyl (2S,3S)-1-((S)-tert-butylsulfinyl)-3-methylazepine-2-carboxylate C(C)(C)(C)[S@](=O)N1C(=C(C=CC=C1)C)C(=O)OCC